COC1=CC=C(CN(C2=NC=CC(=C2[N+](=O)[O-])N[C@H]2CN(CCC2)C(=O)OC(C)(C)C)CC2=CC=C(C=C2)OC)C=C1 tert-butyl (R)-3-((2-(bis(4-methoxybenzyl)amino)-3-nitropyridin-4-yl)amino)piperidine-1-carboxylate